N1=NC=CC2=CC(=CC=C12)C1=CNC=2N=C(N=CC21)NC2CC(C2)(C)NC(CC)=O N-((1r,3r)-3-((5-(cinnolin-6-yl)-7H-pyrrolo[2,3-d]pyrimidin-2-yl)amino)-1-methylcyclobutyl)propionamide